COCOC(C(=O)C1=CC=CC=C1)OCOC bis(methoxymethoxy)acetophenone